5-{3-chloro-6-[4-(difluoromethoxy)phenoxy]-2-fluoro-4-(trifluoromethyl)benzoylamino}pyrimidin-1-ol ClC=1C(=C(C(=O)NC=2C=NCN(C2)O)C(=CC1C(F)(F)F)OC1=CC=C(C=C1)OC(F)F)F